2-methylbut-3-yn-2-yl imidazole-1-carboxylate N1(C=NC=C1)C(=O)OC(C)(C#C)C